FC1=C(C=CC=C1OC)C(C(=O)N)C1=NC=CC(=C1)C(F)(F)F 2-(2-Fluoro-3-methoxyphenyl)-2-(4-(trifluoromethyl)pyridin-2-yl)acetamide